BrC1=C(C(=CC(=C1C1OCCO1)Br)F)C=O 2,4-dibromo-3-(1,3-dioxolan-2-yl)-6-fluorobenzene-1-carbaldehyde